2-isopropyl-pyridine-2,5-diamine C(C)(C)C1(NC=C(C=C1)N)N